C(C)N(C1=CC=C(C(=O)O)C=C1)CC.N(=[N+]=[N-])[C@H](C(=O)N1[C@@H](C[C@H](C1)O)C(=O)NCC1=CC=C(C=C1)C1=C(N=CS1)C)C(C)C (2S,4R)-1-((S)-2-azido-3-methylbutanoyl)-4-hydroxy-N-(4-(4-methylthiazol-5-yl)benzyl)pyrrolidine-2-carboxamide 4-diethylaminobenzoate